N-(4-fluoro-2-methylphenyl)-4-methylpiperidine-4-carboximidamide FC1=CC(=C(C=C1)NC(=N)C1(CCNCC1)C)C